5-(4-ethoxy-3-fluorophenyl)-4-(3,4,5-trimethoxyphenyl)pyrimidine C(C)OC1=C(C=C(C=C1)C=1C(=NC=NC1)C1=CC(=C(C(=C1)OC)OC)OC)F